[15NH2]C(=O)N [15N]urea